C(#N)C1=CC=C(C=2N1N=CC2)N2C[C@@H](O[C@@H](C2)C)C(=O)NC2CNCC2 (2r,6r)-4-(7-cyanopyrazolo[1,5-a]pyridin-4-yl)-6-methyl-N-pyrrolidin-3-yl-morpholine-2-carboxamide